[3-(2-butyl) phenyliminopropyl] acetate C(C)(=O)OCCC=NC1=CC(=CC=C1)C(C)CC